CO[Si](OC)(OC)N([Si](OC)(OC)OC)[Si](OC)(OC)OC tri(trimethoxysilyl)amine